C1(CC1)C1=NN=C2N1N=C(C=C2NC2=NC=NC=C2)NC(CC)CC 3-cyclopropyl-N6-(pentan-3-yl)-N8-(pyrimidin-4-yl)-[1,2,4]triazolo[4,3-b]pyridazine-6,8-diamine